N[C@H](C(=O)N)CC1=CC=CC=C1 (S)-2-amino-3-phenylpropanamide